3,5-dimethyl-4-morpholinophenone CC1N(C(COC1)C)C(=O)C1=CC=CC=C1